C(C)(C)(C)OC(=O)N1C2C=C(CC1CC2)OS(=O)(=O)C(F)(F)F 3-(trifluoromethylsulfonyloxy)-8-azabicyclo[3.2.1]oct-2-ene-8-carboxylic acid tert-butyl ester